FC1=C(C=CC2=C1OC1=C2C=CC(=C1F)OC(F)(F)F)C1CCC(CC1)C1CCC(CC1)CCC 4,6-Difluoro-3-[4-(4-propylcyclohexyl)cyclohexyl]-7-(trifluoromethoxy)dibenzofuran